ClC=1C=C(C=C(C1)NS(=O)(=O)C)NC(=O)C1=CN(C(=C1)C1=NC=C(C=C1F)N1CC[Si](CC1)(C)C)C N-(3-chloro-5-(methylsulfonamido)phenyl)-5-(5-(4,4-dimethyl-1,4-azasilinan-1-yl)-3-fluoropyridin-2-yl)-1-methyl-1H-pyrrole-3-carboxamide